C(C1=CC=CC=C1)S/C(=C/C(=O)C1=CC=C(C=C1)F)/[Si](C)(C)C (E)-3-(Benzylthio)-1-(4-fluorophenyl)-3-(trimethylsilyl)prop-2-en-1-one